C(#N)C1=CC=C(C=C1)C1=C(C=CC(=C1)C1=NN=C(N1)C)CCN1C([C@@H]2N(CCN(C2)C#N)CC1)=O (R)-8-(2-(4'-cyano-5-(5-methyl-4H-1,2,4-triazol-3-yl)-[1,1'-biphenyl]-2-yl)ethyl)-9-oxooctahydro-2H-pyrazino[1,2-a]pyrazine-2-carbonitrile